4-Chloro-phenyl-propionic acid ClC1=CC=C(C=C1)C(C(=O)O)C